FS(C1=CC=C(OCCCC(=O)NCC(=O)OC)C=C1)(F)(F)(F)F methyl (4-(4-(pentafluoro-λ6-sulfanyl)phenoxy)-butanoyl)glycinate